O=C1CC2CCC(C1)N2C(=O)N2CC1=CC=C(C=C1CC2)Cl 2-(3-oxo-8-azabicyclo[3.2.1]octane-8-carbonyl)-6-chloro-1,2,3,4-tetrahydroisoquinoline